P(=O)([O-])([O-])[O-].[Mn+2].CN1C2=NC(=NC(=C2N=C1)C1=CC=C(C=C1)OC(F)(F)F)N1CCN(CC1)C(C=C)=O.P(=O)([O-])([O-])[O-].[Mn+2].[Mn+2] 1-(4-(9-methyl-6-(4-(trifluoromethoxy)phenyl)-9H-purin-2-yl)piperazin-1-yl)prop-2-en-1-one manganese(II) phosphate